5-(4-Amino-2-bromo-5,6-difluoro-3-((trimethylsilyl)ethynyl)phenoxy)-2-fluorobenzonitrile NC1=C(C(=C(OC=2C=CC(=C(C#N)C2)F)C(=C1F)F)Br)C#C[Si](C)(C)C